2-(N-methyl-2,2-diphenylacetylamino)-5-(2,3,4,5-tetrahydro-1H-benzo[B]azepin-1-yl)benzoic acid CN(C1=C(C(=O)O)C=C(C=C1)N1C2=C(CCCC1)C=CC=C2)C(C(C2=CC=CC=C2)C2=CC=CC=C2)=O